C(CCCC\C=C/CCCCCCCCCCC)O Petroselinyl Alcohol